4-((3-fluoropyridin-2-yl)thio)-6-(1-(1-methyl-2-oxopiperidin-4-yl)-1H-pyrazol-4-yl)pyrazolo[1,5-a]pyridine-3-carbonitrile FC=1C(=NC=CC1)SC=1C=2N(C=C(C1)C=1C=NN(C1)C1CC(N(CC1)C)=O)N=CC2C#N